(E)-12-(3-fluorobicyclo[1.1.1]pentan-1-yl)dodec-11-enoic acid FC12CC(C1)(C2)/C=C/CCCCCCCCCC(=O)O